3-[[4-[(E)-3-[3-[(2,2,2-Trifluoroacetyl)amino]phenyl]prop-2-enoyl]phenyl]sulfonylamino]propanoic acid FC(C(=O)NC=1C=C(C=CC1)/C=C/C(=O)C1=CC=C(C=C1)S(=O)(=O)NCCC(=O)O)(F)F